6-(2-(Difluoromethyl)pyridin-4-yl)-1-(tetrahydro-2H-pyran-4-yl)-1H-indazol-5-amine FC(C1=NC=CC(=C1)C1=C(C=C2C=NN(C2=C1)C1CCOCC1)N)F